ClC1=CC=C2CC(C3(OCCO3)C2=C1)CCO 2-(6-chloro-2,3-dihydrospiro[indene-1,2'-[1,3]dioxolan]-2-yl)ethan-1-ol